C(C)N1C(=NN=C1)C(C1(COC1)C=1C=C(C=CC1)N1C(C2=CC=CC(=C2C1)C(F)(F)F)=O)F 2-(3-(3-((4-ethyl-4H-1,2,4-triazol-3-yl)fluoromethyl)oxetan-3-yl)phenyl)-4-(trifluoromethyl)isoindolin-1-one